6-Bromo-N,1-dimethyl-1,2-dihydro-3H-benzo[e]indole-3-carboximidamide BrC1=CC=CC=2C=3C(CN(C3C=CC21)C(NC)=N)C